BrC1=C(SC=C1)C=1SC=CC1 bromobithiophene